OCCN1NN(CC(C1)CCO)CCO 1,3,5-tris(2-hydroxyethyl)hexahydrotriazine